N-(2-chloro-ethyl)-acetamide ClCCNC(C)=O